OC[C@H]1[C@@H](C1)C(=O)OCC (1R,2R)-ethyl 2-(hydroxymethyl)cyclopropanecarboxylate